1-methyl-1-deaza-Pseudouridine CC1C=C([C@H]2[C@H](O)[C@H](O)[C@@H](CO)O2)C(NC1=O)=O